Methyl 5-[3-(2,2-dimethylpropoxy)phenyl]-1-[(1-methyl-1H-indazol-7-yl)methyl]-1H-pyrazole-3-carboxylate CC(COC=1C=C(C=CC1)C1=CC(=NN1CC=1C=CC=C2C=NN(C12)C)C(=O)OC)(C)C